(2,3-dichlorophenoxy)-N-methylbenzamide ClC1=C(OC2=C(C(=O)NC)C=CC=C2)C=CC=C1Cl